(S)-N-(2-(1-methyl-1H-pyrrolo[3,2-c]pyridin-3-yl)-2-(pyrrolidin-1-yl)ethyl)-1H-indole-6-sulfonamide CN1C=C(C=2C=NC=CC21)[C@@H](CNS(=O)(=O)C2=CC=C1C=CNC1=C2)N2CCCC2